L-2-thiobarbituric acid N1C(=S)NC(=O)CC1=O